bis(triphenylphosphoranylidene)ammonium 2-(thiobenzoylthio)acetate C(C1=CC=CC=C1)(=S)SCC(=O)[O-].C1(=CC=CC=C1)P(C1=CC=CC=C1)(C1=CC=CC=C1)=[N+]=P(C1=CC=CC=C1)(C1=CC=CC=C1)C1=CC=CC=C1